OC1=C(C=CC(=C1)C(CCCCCC)(C)C)C1CC(CCC1CCCO)O (-)-cis-3-[2-hydroxy-4-(1,1-dimethylheptyl)phenyl]-trans-4-(3-hydroxypropyl)-cyclohexanol